OCCN1N=CC(=C1)NC1=CC2=C(C=N1)C=NN2C2=CC=C(C=1CCC21)C#N 5-(6-((1-(2-hydroxyethyl)-1H-pyrazol-4-yl)amino)-1H-pyrazolo[4,3-c]pyridin-1-yl)bicyclo[4.2.0]octa-1(6),2,4-triene-2-carbonitrile